OC(C)C=1C=CC(=NC1)C#N 5-(1-hydroxyethyl)pyridinecarbonitrile